(3S)-3-((7-cyclopropyl-2-(2-(2-propenoyl)-2,6-diazaspiro[3.4]octan-6-yl)-4-quinazolinyl)amino)-N,5-dimethyl-hexanamide C1(CC1)C1=CC=C2C(=NC(=NC2=C1)N1CC2(CN(C2)C(C=C)=O)CC1)N[C@H](CC(=O)NC)CC(C)C